ClC1=CC=C2C(=CNC2=C1OC1CC1)S(=O)(=O)Cl 6-chloro-7-(cyclopropoxy)-1H-indole-3-sulfonyl chloride